ClC=1N(C2=CC=C(C=C2C1\C=N\NC(=O)C=1OC2=C(C1)C=C(C=C2)OC)OC)CCOCC (E)-N'-{[2-chloro-1-(2-ethoxyethyl)-5-methoxy-1H-indol-3-yl]methylene}-5-methoxybenzofuran-2-carbohydrazide